[2H]CC(=O)[C@@H]([C@H]([C@@H](CO)O)O)O methyl-D-xylose